Methyl 9-(2,6-dimethylphenoxy)-6-hydroxy-[1,2,4]triazolo[5,1-a]isoquinoline-5-carboxylate CC1=C(OC2=CC=C3C(=C(N4C(C3=C2)=NC=N4)C(=O)OC)O)C(=CC=C1)C